[N+](=O)([O-])C1=NC=NN1 5-nitro-1H-1,2,4-triazole